FURAN-CARBOTHIAMIDE O1C(=CC=C1)C(N)=S